methylbenzyl alcohol CC(C1=CC=CC=C1)O